CN1N=CC(=C1)C=1N=C(C=2N(C1)N=CC2)OC2CCNCC2 6-(1-methylpyrazol-4-yl)-4-(4-piperidyloxy)pyrazolo[1,5-a]pyrazine